FC=1C(=NC=CC1SC1=C(N=C(C=2N1N=CC2)N2CCC1(CC2)[C@@H](C=2C(=NC=CC2)C1)N)C)C (5S)-1'-[7-[(3-fluoro-2-methyl-4-pyridinyl)sulfanyl]-6-methyl-pyrazolo[1,5-a]pyrazin-4-yl]spiro[5,7-dihydro-cyclopenta[b]pyridin-6,4'-piperidin]-5-amine